C(#N)C=1C=C(C=NC1)C1=C(C=C(C=C1)NC(C(C)(C)C=1N=C(SC1)NS(=O)(=O)C1CC1)=O)C N-(4-(5-cyanopyridin-3-yl)-3-methylphenyl)-2-(2-(cyclopropanesulfonamido)thiazol-4-yl)-2-methylpropanamide